2-(3-tert-butyl-2-hydroxy-5-(2-methoxycarbonylethyl)phenyl)-2H-benzotriazole C(C)(C)(C)C=1C(=C(C=C(C1)CCC(=O)OC)N1N=C2C(=N1)C=CC=C2)O